(1s,3s)-3-(3-chloro-5,6-dihydro-7H-pyrrolo[2,3-c]pyridazin-7-yl)-1-methylcyclobutanol ClC1=CC2=C(N=N1)N(CC2)C2CC(C2)(O)C